ClC1=NC=C(N=C1)Cl 2,5-dichloropyrazine